1-(2-methylimidazolyl)ethylamine CC=1NC=C(N1)C(C)N